FC1(CCCC=2C(=NC(=NC12)SC)N1C[C@@H]2C([C@@H]2C1)CC(=O)[O-])F 2-((1R,5S,6s)-3-(8,8-difluoro-2-(methylthio)-5,6,7,8-tetrahydroquinazolin-4-yl)-3-azabicyclo[3.1.0]hexan-6-yl)acetate